ClC=1N=C(C2=C(N1)SC(=N2)C)C2=CC=C(C=C2)OC(F)(F)F 5-chloro-2-methyl-7-[4-(trifluoromethoxy)phenyl]thiazolo[5,4-d]pyrimidine